N,N-bis(carboxymethyl)glutamic acid C(CC(=O)O)C(C(=O)O)N(CC(=O)O)CC(=O)O